N[C@H](C(=O)O)CCN(CC1=C(C=CC=C1)OCC1=CC(=CC=C1)OC)CC1=C(C=CC=C1)OC1=C(C=CC=C1)F (S)-2-amino-4-((2-(2-fluorophenoxy)benzyl)(2-((3-methoxybenzyl)oxy)benzyl)amino)butanoic acid